9H-Fluoren-9-ylmethyl N-[bis(4-docosoxyphenyl)methyl]carbamate C(CCCCCCCCCCCCCCCCCCCCC)OC1=CC=C(C=C1)C(NC(OCC1C2=CC=CC=C2C=2C=CC=CC12)=O)C1=CC=C(C=C1)OCCCCCCCCCCCCCCCCCCCCCC